3-chloro-1-oxo-5-(trifluoromethyl)pyridin-1-ium-2-carboxylic acid methyl ester COC(=O)C1[N+](C=C(C=C1Cl)C(F)(F)F)=O